NC(CO)(CC1(CC1)C)C 2-amino-2-methyl-3-(1-methylcyclopropyl)propanol